OC=1C=C2C(=CNC2=CC1F)CCNC(C)=O N-[2-(5-Hydroxy-6-Fluoro-1H-indol-3-yl)ethyl]acetamide